FC1=C(C=CC=C1)N1C(N([C@H](C1)C#N)C1=CN=CC2=CC=CC=C12)=O (R)-1-(2-fluorophenyl)-3-(isoquinolin-4-yl)-2-oxoimidazolidine-4-carbonitrile